C(C1=CC=CC=C1)OC1=C(C=O)C=C(C=C1[N+](=O)[O-])Br 2-(benzyloxy)-5-bromo-3-nitrobenzaldehyde